C(C)(C)(C)OC(=O)[C@H]1N(C[C@H]2[C@@H]1CCC2)C(=O)C2=NC1=C(N2)C=CC=C1OC.C[NH+](CCOCCO)C N,N-dimethyl-N-(2-hydroxyethoxyethyl)ammonium tert-butyl-(1S,3aR,6aS)-2-(4-methoxy-1H-1,3-benzodiazole-2-carbonyl)-hexahydro-1H-cyclopenta[c]pyrrole-1-carboxylate